(S)-4-(4'-fluorophenyl)oxazolidine-2-one-5,5-d2 FC1=CC=C(C=C1)[C@@H]1NC(OC1([2H])[2H])=O